C(C)(C)(C)OC(=O)N[C@H](COC=1C(=C(C=CC1)C1CCN(CC1)CC(=O)O)Cl)CCC(N)=O (4-[3-[(2S)-2-[(tert-butoxycarbonyl)amino]-4-carbamoylbutoxy]-2-chlorophenyl]piperidin-1-yl)acetic acid